3-(dimethylamino)cyclobutanethiol CN(C1CC(C1)S)C